C12CNCC(CCC1)N2C=2N(C(C1=C(N2)NN=C1C1=C(C2=CN(N=C2C=C1)C)Cl)=O)C 6-(3,9-Diazabicyclo[3.3.1]nonan-9-yl)-3-(4-chloro-2-methyl-2H-indazol-5-yl)-5-methyl-1,5-dihydro-4H-pyrazolo[3,4-d]pyrimidin-4-one